2-(1-(1-(6-chloropyridin-2-yl)piperidin-4-yl)ethyl)-1-(((S)-oxetan-2-yl)methyl)-1H-benzo[d]imidazole-6-carboxylic acid methyl ester COC(=O)C=1C=CC2=C(N(C(=N2)C(C)C2CCN(CC2)C2=NC(=CC=C2)Cl)C[C@H]2OCC2)C1